ClC1=NC=C(C=C1)OC1CCN(CC1)C 2-chloro-5-((1-methylpiperidin-4-yl)oxy)pyridine